(2-carboxyethyl)phosphorus HCl Cl.C(=O)(O)CC[P]